(4-(prop-1-en-2-yl)cyclohex-1-en-1-yl)methanol C=C(C)C1CC=C(CC1)CO